(S)-1-(4-((4-((R)-2-acetoxy-3-chloropropoxy)-3,5-dichlorophenyl)sulfonyl) phenoxy)-3-morpholinopropan-2-yl acetate C(C)(=O)O[C@H](COC1=CC=C(C=C1)S(=O)(=O)C1=CC(=C(C(=C1)Cl)OC[C@H](CCl)OC(C)=O)Cl)CN1CCOCC1